6-(3-amino-6-(3-((ethyl(methyl)amino)methyl)-4-methoxyphenyl)-5-fluoropyrazin-2-yl)-4-fluoroisoquinolin-1(2H)-one NC=1C(=NC(=C(N1)F)C1=CC(=C(C=C1)OC)CN(C)CC)C=1C=C2C(=CNC(C2=CC1)=O)F